OC(C(ON1C(C2=CC=CC=C2C1=O)=O)([2H])[2H])([2H])[2H] 2-(2-Hydroxyethoxy-1,1,2,2-d4)isoindoline-1,3-dione